Cl.N1C[C@H](CC1)[C@@H](C(=O)O)CC1=CC=C(C=C1)C(F)(F)F (2S)-2-[(3R)-Pyrrolidin-3-yl]-3-[4-(trifluoromethyl)phenyl]propanoic acid hydrochloride